CCNC1=NC(=NC(=N1)Cl)NCC 4,6-Bis(ethylamino)-2-chlorotriazine